3-Fluoro-1-methyl-4-(4-nitro-2-(trifluoromethyl)phenoxy)piperidine FC1CN(CCC1OC1=C(C=C(C=C1)[N+](=O)[O-])C(F)(F)F)C